CNC=1N=CC(=C2C=C(N=CC12)C1(CC1)C(=O)N)C#CC1=NC=C(C=C1)OCC1COC1 (8-(methylamino)-5-((5-(oxetan-3-ylmethoxy)pyridin-2-yl)ethynyl)-2,7-naphthyridin-3-yl)cyclopropanecarboxamide